SO mercapto alcohol